FC(OC1=C(C=CC=C1C)SCC1=CC=C(C=C1)OC)F (2-(difluoromethoxy)-3-methylphenyl)(4-methoxybenzyl)sulfane